3-bromo-2,2-difluoro-1-phenylbut-3-en-1-yl phenyl thioether C1(=CC=CC=C1)SC(C(C(=C)Br)(F)F)C1=CC=CC=C1